BrC=1C=CC=C2CN(C(C12)=O)[C@@H](C(C)(C)O)C1CC1 |o1:11| (R or S)-7-bromo-2-(1-cyclopropyl-2-hydroxy-2-methylpropyl)isoindolin-1-one